Cetylpyridinium bromide CCCCCCCCCCCCCCCC[N+]1C=CC=CC=1.[Br-]